(1-(2-(6-methylpyridin-2-yl)-1H-imidazol-4-yl)ethyl)carbamic acid tert-butyl ester C(C)(C)(C)OC(NC(C)C=1N=C(NC1)C1=NC(=CC=C1)C)=O